7-fluoro-2-methyl-4-(1-(methylamino)ethyl)isoquinolin-1(2H)-one FC1=CC=C2C(=CN(C(C2=C1)=O)C)C(C)NC